alpha-D-glucopyranose tert-Butyl-(±)-cis-4-phenyl-3-[(isoquinolin-5-ylcarbamothioyl)oxy]pyrrolidine-1-carboxylate C(C)(C)(C)C1N(CC(C1OC(NC1=C2C=CN=CC2=CC=C1)=S)C1=CC=CC=C1)C(=O)O.O[C@@H]1[C@H](O)[C@@H](O)[C@H](O)[C@H](O1)CO